17α-hydroxypregna-4-ene-3,11,20-trione O[C@]1(C(C)=O)CC[C@H]2[C@@H]3CCC4=CC(CC[C@]4(C)[C@H]3C(C[C@]12C)=O)=O